C(#N)C1=C(OC=2C=C3C(N(C=NC3=CC2)[C@H]2COC3(C2)CCN(CC3)C(=O)OC(C)(C)C)=O)C(=CC=C1F)F tert-butyl (3R)-3-[6-(2-cyano-3,6-difluoro-phenoxy)-4-oxo-quinazolin-3-yl]-1-oxa-8-azaspiro[4.5]decane-8-carboxylate